2,4-dimethylpyrrolal CC1(N=CC(=C1)C)C=O